N-(tert-butyl)-3-((2-((6-(4-((2-(2,6-dioxopiperidin-3-yl)-1,3-dioxoisoindolin-5-yl)methyl)piperazin-1-yl)pyridazin-3-yl)amino)-5-methylpyrimidin-4-yl)amino)benzenesulfonamide C(C)(C)(C)NS(=O)(=O)C1=CC(=CC=C1)NC1=NC(=NC=C1C)NC=1N=NC(=CC1)N1CCN(CC1)CC=1C=C2C(N(C(C2=CC1)=O)C1C(NC(CC1)=O)=O)=O